BrC=1C=NC=C(C1C#C)OCOC 3-bromo-4-ethynyl-5-(methoxymethoxy)pyridine